NC1=NC=CC(=N1)C=1C2=C(C(=NC1)NCC=1C=C(C(=O)NC3=NC=C(C=C3)OC)C=CC1)CCO2 3-(((7-(2-Aminopyrimidin-4-yl)-2,3-dihydrofuro[3,2-c]pyridin-4-yl)amino)methyl)-N-(5-methoxypyridin-2-yl)benzamide